N-(5-Chloro-6-(2H-1,2,3-triazol-2-yl)pyridin-3-yl)-1-(1H-indazol-4-yl)-5-(trifluoromethyl)-1H-pyrazol-4-carboxamid ClC=1C=C(C=NC1N1N=CC=N1)NC(=O)C=1C=NN(C1C(F)(F)F)C1=C2C=NNC2=CC=C1